COC=1C=C(CN2CC3=CC=CC=C3C2)C=CC1CCC1CCNCC1 2-(3-methoxy-4-(2-(piperidin-4-yl)ethyl)benzyl)isoindoline